ethyl 7-[5-(bromomethyl)-3-(hydroxymethyl)-1-methyl-1H-pyrazol-4-yl]-1-[3-(methylamino)propyl]-3-[3-(naphthalen-1-yloxy)propyl]-1H-indole-2-carboxylate hydrochloric acid salt Cl.BrCC1=C(C(=NN1C)CO)C=1C=CC=C2C(=C(N(C12)CCCNC)C(=O)OCC)CCCOC1=CC=CC2=CC=CC=C12